2,6-dimethylphenoxy(2-tert-butylcyclopentadiene) titanium dichloride [Cl-].[Cl-].[Ti+2].CC1=C(OC2=C(C=CC2)C(C)(C)C)C(=CC=C1)C